C1=CC=CC=2C3=CC=CC=C3C(C12)COC(=O)N(CC(=O)O)CC=C 2-[9H-fluoren-9-yl-methoxycarbonyl-(prop-2-enyl)amino]acetic acid